C[C@](N)(CC1C=CC(O)=C(O)C=1)C(=O)O Alpha-Methyldopa